(t-Butoxycarbonyl)-L-lysylglycine C(C)(C)(C)OC(=O)N[C@@H](CCCCN)C(=O)NCC(=O)O